N-(4-(4-(6-(4,4-difluoropiperidin-1-yl)pyridin-2-yl)-1H-1,2,3-triazol-1-yl)-3-(4-(trifluoromethyl)piperidin-1-yl)phenyl)methanesulfonamide FC1(CCN(CC1)C1=CC=CC(=N1)C=1N=NN(C1)C1=C(C=C(C=C1)NS(=O)(=O)C)N1CCC(CC1)C(F)(F)F)F